CN1N=C(C=C1S(=O)(=O)N1C[C@H]2CN(C[C@@H]2C1)C1CCOCC1)C(F)(F)F (3aR,6aR)-2-((1-methyl-3-(trifluoromethyl)-1H-pyrazol-5-yl)sulfonyl)-5-(tetrahydro-2H-pyran-4-yl)octahydropyrrolo[3,4-c]pyrrole